C1CC(CC=2C3=CC=CC=C3NC12)NC(OC(C)(C)C)=O tert-Butyl N-(2,3,4,9-tetrahydro-1H-carbazol-3-yl)carbamate